6-chloro-4-methyl-2-(trifluoromethyl)pyridin-3-amine ClC1=CC(=C(C(=N1)C(F)(F)F)N)C